NC(=O)C1=CC=CC2=CN(N=C12)C1=CC=C(C[NH2+]CC2(CC[NH+](CC2)C)O)C=C1 4-[({4-[7-(aminocarbonyl)-2H-indazole-2-yl]benzyl}ammonio)methyl]-4-hydroxy-1-methylpiperidinium